6-[4-fluoro-2-(piperidin-4-yl)-1,3-benzothiazol-6-yl]-2-methylimidazo[1,2-b]pyridazine-8-carbonitrile FC1=CC(=CC2=C1N=C(S2)C2CCNCC2)C=2C=C(C=1N(N2)C=C(N1)C)C#N